3-tert-Butyldimethylsilyloxy-25-triethylsilyloxycholesta-5,7-diene [Si](C)(C)(C(C)(C)C)OC1CC2=CC=C3[C@@H]4CC[C@H]([C@@H](CCCC(C)(C)O[Si](CC)(CC)CC)C)[C@]4(CC[C@@H]3[C@]2(CC1)C)C